N-(2'-Hydroxy-3-methyl-3'-(3-(piperazin-1-yl)isoxazol-5-yl)-[1,1'-biphenyl]-4-yl)acetamide hydrochloride Cl.OC1=C(C=CC=C1C1=CC(=NO1)N1CCNCC1)C1=CC(=C(C=C1)NC(C)=O)C